N1(CCCCCC1)CC1=CC(=C(CSC2=C3C(N(C(=NC3=CC=C2)C)C2C(NC(CC2)=O)=O)=O)C=C1)F 3-(5-((4-(azepan-1-ylmethyl)-2-fluorobenzyl)thio)-2-methyl-4-oxoquinazolin-3(4H)-yl)piperidine-2,6-dione